(R)-N-(4-Chloro-6-((1-hydroxy-4-methylpentan-2-yl)amino)-1,3,5-triazin-2-yl)methanesulfonamide ClC1=NC(=NC(=N1)N[C@@H](CO)CC(C)C)NS(=O)(=O)C